Dibutyl 7,7'-((3-((2-(4-(2-((4-(bis(7-butoxy-2-hydroxy-7-oxoheptyl)amino)butanoyl)oxy)ethyl)piperazin-1-yl)ethyl)disulfaneyl)propyl)azanediyl)bis(6-hydroxyheptanoate) C(CCC)OC(CCCCC(CN(CCCC(=O)OCCN1CCN(CC1)CCSSCCCN(CC(CCCCC(=O)OCCCC)O)CC(CCCCC(=O)OCCCC)O)CC(CCCCC(OCCCC)=O)O)O)=O